C(C)(C)(C)OC(=O)N1C[C@@H](CC1)O (R)-1-(tert-butoxycarbonyl)-3-pyrrolidinol